COC(CCC[C@@H](C)[C@H]1CC[C@@H]2[C@@]1(CC[C@@H]1[C@]3(CC[C@@H](CC3(C(C[C@@H]21)OC)O)OC(C)=O)C)C)=O (5R)-5-[(1R,3aS,3bS,7S,9aR,9bS,11aR)-7-Acetoxy-5a-hydroxy-5-methoxy-9a,11a-dimethylhexadecahydro-1H-cyclopenta[1,2-a]phenanthrene-1-yl]hexanoic acid methyl ester